CC(C[C@H](NC(=O)C1CC(=NO1)C1=C(C=CC=C1)OC(F)(F)F)B(O)O)C ((1R)-3-methyl-1-(3-(2-(trifluoromethoxy)phenyl)-4,5-dihydroisoxazole-5-carboxamido)butyl)boronic acid